CN(C1=CC=NC=2N1N=CC2C(=O)O)C 7-(Dimethylamino)pyrazolo[1,5-a]pyrimidine-3-carboxylic acid